OC1(CN(CCC1)C1=CC(=NC=C1)C(=O)NC=1C=CC=C2C=CC=NC12)C 4-(3-hydroxy-3-methylpiperidin-1-yl)-N-(quinolin-8-yl)picolinamide